Cl.FC(OC1=CC=C(C=C1)C1=CN=C2N1C=CN=C2NC2=CC(=C(C=C2)C(=O)N2CCC(CC2)N2CCNCC2)C)F (4-((3-(4-(difluoromethoxy)phenyl)imidazo[1,2-a]pyrazin-8-yl)amino)-2-methylphenyl)(4-(piperazin-1-yl)piperidin-1-yl)methanone hydrochloride